BrC1=CC=C2C(OCC2=C1)=O 6-bromo-3-oxoisobenzofuran